FC(C1=CC=C2CCCC(C2=C1)=O)(F)F 7-(Trifluoromethyl)-3,4-dihydro-2H-naphthalen-1-one